CC=1C(=NN2C1CN(CC2)C(=O)OC(C)(C)C)C(=O)OC 5-(tert-butyl) 2-methyl 3-methyl-6,7-dihydropyrazolo[1,5-a]pyrazine-2,5(4H)-dicarboxylate